COC(NC1=C(C=CC=C1)C1=CSC(=C1)[C@@H](C)NC=1C2=C(N=C(N1)C)NC(C(=C2)O[C@@H]2COCC2)=O)=O methyl(2-(5-((R)-1-((2-methyl-7-oxo-6-(((S)-tetrahydrofuran-3-yl)oxy)-7,8-Dihydropyrido[2,3-d]pyrimidin-4-yl)amino)ethyl)thiophen-3-yl)phenyl)carbamate